(R,E)-2-Methyl-N-((R)-2-(((R)-1,1,1-trifluoropropan-2-yl)oxy)propylidene)propane-2-sulfinamide CC(C)(C)[S@@](=O)/N=C/[C@@H](C)O[C@@H](C(F)(F)F)C